3-[2-(p-toluenesulfonyloxy)ethoxy]Cyclobutanecarboxylic acid methyl ester COC(=O)C1CC(C1)OCCOS(=O)(=O)C1=CC=C(C)C=C1